6-(4-(2-hydroxyethyl)piperazin-1-yl)-2-methylpyrimidin OCCN1CCN(CC1)C1=CC=NC(=N1)C